N-[6-(2-chloro-5-fluorophenyl)-3-(2,2-difluoroethyl)-2-methyl-8-oxo-7,8-dihydro-6H-pyrrolo[4,3-g]indazol-5-yl]-6-fluorobenzo[b]thiophene-3-carboxamide ClC1=C(C=C(C=C1)F)C1NC(C2=C1C(=CC1=C(N(N=C21)C)CC(F)F)NC(=O)C=2C1=C(SC2)C=C(C=C1)F)=O